COC(=O)[C@@H]1[C@H]([C@@H]([C@H]([C@@H](O1)O)O)O)O The molecule is a methyl D-glucopyranuronate in which the carbon bearing the anomeric hydroxy group has beta configuration. It derives from a beta-D-glucuronic acid.